C(C)OC1=C(C(=O)O)C(=CC(=C1)OC)\C=C\C1=CC=CC=C1 (E)-2-ethoxy-4-methoxy-6-styrylbenzoic acid